Trans-3-((4-methoxy-5-(1-methyl-1H-benzo[d][1,2,3]triazol-6-yl)pyrrolo[2,1-f][1,2,4]triazin-2-yl)amino)-1-methylcyclobutan-1-ol COC1=NC(=NN2C1=C(C=C2)C=2C=CC1=C(N(N=N1)C)C2)NC2CC(C2)(O)C